zinc-tin oxide germanium-tin [Sn].[Ge].[Sn]=O.[Zn]